2-allyl-1-(6-(2-hydroxypropan-2-yl)pyridin-2-yl)-1,2-dihydro-3H-pyrazolo[3,4-d]Pyrimidin-3-one C(C=C)N1N(C2=NC=NC=C2C1=O)C1=NC(=CC=C1)C(C)(C)O